(4S,5S)-4-((tert-butyldimethylsilyl)oxy)-1-((6-(2,4-difluorophenoxy)pyridine-3-yl)methyl)-5-methylpyrrolidine-2-one [Si](C)(C)(C(C)(C)C)O[C@H]1CC(N([C@H]1C)CC=1C=NC(=CC1)OC1=C(C=C(C=C1)F)F)=O